dodecenyl-hexanedioic acid C(=CCCCCCCCCCC)C(C(=O)O)CCCC(=O)O